N,N-dimethyl-6-oxohexan-1-aminium chloride [Cl-].C[NH+](CCCCCC=O)C